4-((4-chloro-5-fluoro-2-(2-methoxy-7-methylquinoxalin-5-yl)benzo[d]Thiazol-6-yl)oxy)-N-(pyridin-3-yl)butanamide ClC1=C(C(=CC2=C1N=C(S2)C2=C1N=CC(=NC1=CC(=C2)C)OC)OCCCC(=O)NC=2C=NC=CC2)F